C(C)(=O)C1=CC(=C(COC2=CC=CC(=N2)C=2CCN(CC2)CC2=NC3=C(N2C[C@H]2OCC2)C=C(C=C3)C(=O)OC)C=C1)F Methyl (S)-2-((6-((4-acetyl-2-fluorobenzyl)oxy)-3',6'-dihydro-[2,4'-bipyridin]-1'(2'H)-yl)methyl)-1-(oxetan-2-ylmethyl)-1H-benzo[d]imidazole-6-carboxylate